1-(4-chlorophenyl)-3-(3-(4-fluorophenoxy)-prop-1-yl)guanidine ClC1=CC=C(C=C1)NC(=N)NCCCOC1=CC=C(C=C1)F